methyl trans-4-[(5-cyano-4-fluoro-2-nitro-anilino)methyl]cyclohexanecarboxylate C(#N)C=1C(=CC(=C(NC[C@@H]2CC[C@H](CC2)C(=O)OC)C1)[N+](=O)[O-])F